2,4-di-t-butyl-6-methylphenol C(C)(C)(C)C1=C(C(=CC(=C1)C(C)(C)C)C)O